CC(CCCCCC)C(C(=O)N)CC Oct-2-yl-butanamide